N1=C(C=CC=C1)N1C2=CC=CC=C2C=2C=C(C=CC12)C=1C=C(C=C(C1)C1=CC=CC2=C1SC1=C2C=CC=C1)C1=NC(=NC(=N1)C1=CC=CC=C1)C1=CC=CC=C1 2-(3-(9-(2-pyridyl)-9H-carbazole-3-yl)-5-(dibenzothiophene-4-yl)-phenyl)-4,6-diphenyl-1,3,5-triazine